C(C(=O)NN)(=O)NN ethanedioic acid dihydrazide